((S)-3-methyl-4-(2-(((S)-1-methylpyrrolidin-2-yl)methoxy)-7-(naphthalen-1-ylmethyl)imidazo[2,1-f][1,2,4]triazin-4-yl)piperazin-1-yl)prop-2-en-1-one C[C@H]1CN(CCN1C1=NC(=NN2C1=NC=C2CC2=CC=CC1=CC=CC=C21)OC[C@H]2N(CCC2)C)C(C=C)=O